2,2'-methylenebis-(4-methyl-6-tertiary butyl-phenol) C(C1=C(C(=CC(=C1)C)C(C)(C)C)O)C1=C(C(=CC(=C1)C)C(C)(C)C)O